(5-isobutyl-1-phenyl-pyrazol-3-yl)methylamine C(C(C)C)C1=CC(=NN1C1=CC=CC=C1)CN